1,6-dimethyl-4-{4-[3-(2-methylphenyl)-1,2,4-oxadiazol-5-yl]piperidin-1-yl}-2-oxo-7-{[(3S)-oxolan-3-yl]oxy}-1,2-dihydroquinoline-3-carboxamide CN1C(C(=C(C2=CC(=C(C=C12)O[C@@H]1COCC1)C)N1CCC(CC1)C1=NC(=NO1)C1=C(C=CC=C1)C)C(=O)N)=O